COC(C1=CC(=C(C=C1)N)NCCOC)=O 4-Amino-3-((2-methoxyethyl)amino)benzoic acid methyl ester